C(C)[C@H]1C(NC=2C(=NC(=NC2N1C)NCC=1C=NN(C1)CC=1C=NC(=CC1)F)C)=O (7S)-7-ethyl-2-(((1-((6-fluoropyridin-3-yl)methyl)-1H-pyrazol-4-yl)methyl)amino)-4,8-dimethyl-7,8-dihydropteridin-6(5H)-one